C1(=CC(=CC=C1)C#CC1=C(N)C=CC=C1)C 2-(3-tolylethynyl)aniline